4-[(3-cyanophenyl)methyl]-N-[2,5-difluoro-4-(trifluoromethyl)phenyl]-1H-pyrrole-3-sulfonamide C(#N)C=1C=C(C=CC1)CC=1C(=CNC1)S(=O)(=O)NC1=C(C=C(C(=C1)F)C(F)(F)F)F